t-Butyl (3S)-3-[4-(4,4,5,5-tetramethyl-1,3,2-dioxaborolan-2-yl)pyrazol-1-yl]piperidine-1-carboxylate CC1(OB(OC1(C)C)C=1C=NN(C1)[C@@H]1CN(CCC1)C(=O)OC(C)(C)C)C